3-(5-((4-((4'-chloro-[1,1'-biphenyl]-2-yl)methyl)-2-(fluoromethyl)piperazin-1-yl)methyl)-1-oxoisoindolin-2-yl)piperidine-2,6-dione ClC1=CC=C(C=C1)C1=C(C=CC=C1)CN1CC(N(CC1)CC=1C=C2CN(C(C2=CC1)=O)C1C(NC(CC1)=O)=O)CF